(2R,3S,4R,5R)-5-cyano-2-((2-cyclobutylacetoxy)methyl)-4-hydroxy-5-(4-((S)-2-methylbutanamido)pyrrolo[2,1-f][1,2,4]triazin-7-yl)tetrahydrofuran-3-yl (R)-2-amino-3,3-dimethylbutanoate N[C@@H](C(=O)O[C@@H]1[C@H](O[C@]([C@@H]1O)(C1=CC=C2C(=NC=NN21)NC([C@H](CC)C)=O)C#N)COC(CC2CCC2)=O)C(C)(C)C